NC(CN1CC(C1)OC1=C(C=2O[B-](C3CC3C2C=C1)(O)O)C(=O)[O-])(C(=O)NCC(=O)N)C 9-(1-{2-amino-3-[(2-amino-2-oxoethyl)amino]-2-methyl-3-oxopropyl}azetidin-3-yl)oxy-5,5-dihydroxy-6-oxa-5-boranuidatricyclo[5.4.0.02,4]undeca-1(7),8,10-triene-8-carboxylate